FC(C1=NC(=NO1)C1=CC=C(S1)CN1N=CN=C1C(=O)OC)(F)F methyl 2-[[5-[5-(trifluoromethyl)-1,2,4-oxadiazol-3-yl]-2-thienyl] methyl]-1,2,4-triazole-3-carboxylate